6-chloro-2H-pyrazolo[3,4-d]pyrimidine ClC=1N=CC=2C(N1)=NNC2